3-(3-(furan-2-ylmethyl)-3,4-dihydro-2H-benzo[e][1,3]oxazin-6-yl)propanoate O1C(=CC=C1)CN1COC2=C(C1)C=C(C=C2)CCC(=O)[O-]